ClC=1C=C2C(=NC1C1=NN=C(N1C)C1=C(C=CC=C1F)F)OCC2 5-chloro-6-(5-(2,6-difluorophenyl)-4-methyl-4H-1,2,4-triazol-3-yl)-2,3-dihydrofuro[2,3-b]pyridine